N-((1R)-1-(6-cyclopropyl-8-(2-oxo-3-azabicyclo[3.1.0]hexan-3-yl)imidazo[1,2-a]pyridin-2-yl)ethyl)-2-methylpropane-2-sulfinamide C1(CC1)C=1C=C(C=2N(C1)C=C(N2)[C@@H](C)NS(=O)C(C)(C)C)N2C(C1CC1C2)=O